tert-butyl 4-(4-(2,4-dioxo-3-((2-(trimethylsilyl)ethoxy)methyl)tetrahydropyrimidin-1(2H)-yl)-5-fluoro-1H-indazol-1-yl)piperidine-1-carboxylate O=C1N(CCC(N1COCC[Si](C)(C)C)=O)C1=C2C=NN(C2=CC=C1F)C1CCN(CC1)C(=O)OC(C)(C)C